[Ra].C(C)O[Si](C1C(C)O1)(OCC)OCC triethoxy(3-epoxypropyl)silane radium